methyl 5-bromo-1-(3-(trifluoromethyl) benzyl)-1H-indazole-7-carboxylate BrC=1C=C2C=NN(C2=C(C1)C(=O)OC)CC1=CC(=CC=C1)C(F)(F)F